C1(CC1)C1C(N(C1C1=C(C=C(C=C1F)C=1N=NN(C1)C(F)(F)F)F)C1=CC2=C(N(C=N2)COCC[Si](C)(C)C)C=C1)=O (rac)-3-cyclopropyl-4-(2,6-difluoro-4-(1-(trifluoromethyl)-1H-1,2,3-triazol-4-yl)phenyl)-1-(1-((2-(trimethylsilyl)ethoxy)methyl)-1H-benzo[d]imidazol-5-yl)azetidin-2-one